4-[4-Cyano-6-(3,5-dimethyl-isoxazol-4-ylmethyl)-3-hydroxy-pyridin-2-yl]-4-oxo-butyric acid C(#N)C1=C(C(=NC(=C1)CC=1C(=NOC1C)C)C(CCC(=O)O)=O)O